FC1=CC=C(C=C1)C1=NN=C(O1)NC=1NC2=C(C=NC(=C2)C(F)(F)F)N1 5-(4-Fluorophenyl)-N-(6-(trifluoromethyl)-1H-imidazo[4,5-c]pyridin-2-yl)-1,3,4-oxadiazol-2-amine